2,4-bis[(4-methoxyphenyl)methyl]-1,2,4-triazine-3,5-dione COC1=CC=C(C=C1)CN1N=CC(N(C1=O)CC1=CC=C(C=C1)OC)=O